C(CCCCCCCCCCCCCCCCC)CC(CC(=O)O)=O.ClC1=CC=C2C(=N1)C(=C(N2)CCCCCCCCCCCCCCCCCCCC(CC(=O)O)=O)CCC.O2CCC=1C2=NC(=CC1)C(C)=O 1-(2,3-dihydrofuro[2,3-b]pyridin-6-yl)ethan-1-one 5-chloro-3-propyl-1H-pyrrolo[3,2-b]Pyridinestearyl-acetoacetate (stearyl-acetoacetate)